rac-(5R)-5-(2,6-difluorophenyl)-N-[rac-(6S)-4-methyl-5-oxo-7,8-dihydro-6H-pyrazolo[1,5-a][1,3]diazepin-6-yl]-5,6,7,8-tetrahydro-[1,2,4]triazolo[1,5-a]pyridine-2-carboxamide FC1=C(C(=CC=C1)F)[C@H]1CCCC=2N1N=C(N2)C(=O)N[C@@H]2C(N(C=1N(CC2)N=CC1)C)=O |r|